Cl.CC1=NC(=NN1CCCC1CCNCC1)C1=CC=C(C(=O)NC2=CC3=C(NC(=N3)CN3[C@H](CCC3)C)C=C2)C=C1 (S)-4-(5-methyl-1-(3-(piperidin-4-yl)propyl)-1H-1,2,4-triazol-3-yl)-N-(2-((2-methylpyrrolidin-1-yl)methyl)-1H-benzo[d]imidazol-5-yl)benzamide hydrochloride